4-[(2R)-3-(3,4-dihydro-1H-isoquinolin-2-yl)-2-hydroxy-propyl]-8-(2-oxa-5-azabicyclo[2.2.1]hept-5-ylmethyl)-2,3-dihydro-1,4-benzoxazepin-5-one C1N(CCC2=CC=CC=C12)C[C@H](CN1CCOC2=C(C1=O)C=CC(=C2)CN2C1COC(C2)C1)O